(4aS,5aR)-3-(6-Bromo-3-(4-methoxybenzyl)-5-methyl-3H-imidazo[4,5-b]pyridin-2-yl)-5a-methyl-1-((2-(trimethylsilyl)ethoxy)methyl)-1,4,4a,5,5a,6-hexahydrocyclopropa[f]indazole BrC=1C=C2C(=NC1C)N(C(=N2)C2=NN(C=1C[C@@]3([C@H](CC21)C3)C)COCC[Si](C)(C)C)CC3=CC=C(C=C3)OC